OC(C(=O)NC1=CC=C(C=C1)C)(CC1=CC=C(C=C1)OC)C 2-hydroxy-3-(4-methoxyphenyl)-2-methyl-N-(p-tolyl)propanamide